N1=C(C=CC=C1)CCNC(=O)C1CC(CCC1C(C)C)C N-(2-(pyrid-2-yl)ethyl)-3-p-menthanecarboxamide